ClC=1C=2N(C(=NN1)Cl)C=CC2Cl 1,4,8-Trichloropyrrolo[1,2-d][1,2,4]triazine